tert-butyl rel-(S*)-4-((R)-2-hydroxybutyl)-2,2-dimethyloxazolidine-3-carboxylate O[C@@H](C[C@@H]1N(C(OC1)(C)C)C(=O)OC(C)(C)C)CC |o1:3|